tert-butyl (R)-methyl(4-methyl-1-oxo-1-(phenylamino)pentan-2-yl)carbamate CN(C(OC(C)(C)C)=O)[C@@H](C(NC1=CC=CC=C1)=O)CC(C)C